((2,4-Dichlorobenzyl)oxy)furan-2-carboxylic acid ClC1=C(COC2=C(OC=C2)C(=O)O)C=CC(=C1)Cl